ClC1=CC(N(C=C1)C(C)N1C=NC(=C1)C=1N=NC=C(C1)N(C)C)=O 4-chloro-1-(1-(4-(5-(dimethylamino)pyridazin-3-yl)-1H-imidazol-1-yl)ethyl)pyridin-2(1H)-one